C([C@@H]1[C@H]([C@@H]([C@H]([C@@H](O1)O[C@@H]2[C@H](O[C@H]([C@@H]([C@H]2O)O)O[C@H]3[C@@H]([C@H](OC([C@@H]3O)O)CO)O)CO)O)O)O)O The molecule is a glucotriose consisting of two beta-D-glucopyranosyl residues and a D-glucopyranosyl residue joined in sequence by (1->4) and (1->3) glycosidic bonds.